1-(4-(6-(benzyloxy)-2-bromo-3,4-dihydronaphthalen-1-yl)-3-methoxyphenyl)-4-(dimethoxymethyl)piperidine C(C1=CC=CC=C1)OC=1C=C2CCC(=C(C2=CC1)C1=C(C=C(C=C1)N1CCC(CC1)C(OC)OC)OC)Br